ClC1=CC=C2C(=CNC2=C1F)S(=O)(=O)NC=1C(=NC(=C(C1)F)OCC(F)F)OC 6-Chloro-N-[6-(2,2-difluoroethoxy)-5-fluoro-2-methoxypyridin-3-yl]-7-fluoro-1H-indol-3-sulfonamid